5-formyl-furan C(=O)C1=CC=CO1